FC1=C(C(=CC=C1)F)CN1C(N(C(C2=C1SC(=C2CN(C)C)CCCNC(=O)NOC)=O)C=2C=NC(=CC2)OC)=O 1-(3-{1-[(2,6-difluorophenyl)methyl]-5-[(dimethylamino)methyl]-3-(6-methoxypyridin-3-yl)-2,4-dioxothieno[2,3-d]pyrimidin-6-yl}propyl)-3-methoxyurea